C1=CC=C(C(=C1)N)SSC2=CC=CC=C2N 2,2'-Diaminodiphenyl disulfide